perchlorate cadmium [Cd+2].Cl(=O)(=O)(=O)[O-].Cl(=O)(=O)(=O)[O-]